5-(2-((cyclohexylamino)methyl)-1H-pyrrolo[2,3-b]pyridin-4-yl)-1H-indazol-3-amine C1(CCCCC1)NCC1=CC=2C(=NC=CC2C=2C=C3C(=NNC3=CC2)N)N1